1-Hexyl 21-octyl 11-(2-(diethylamino)ethyl)-5-(4-(hexyloxy)-4-oxobutyl)-17-(4-(octyloxy)-4-oxobutyl)-7,15-dioxo-6,8,14,16-tetraoxa-11-azahenicosanedioate C(C)N(CCN(CCOC(OC(CCCC(=O)OCCCCCC)CCCC(=O)OCCCCCC)=O)CCOC(OC(CCCC(=O)OCCCCCCCC)CCCC(=O)OCCCCCCCC)=O)CC